tert-butyl 3-chloro-2-(methoxymethyl)-4-methyl-5,7-dihydro-6H-pyrrolo[3,4-b]pyridine-6-carboxylate ClC=1C(=C2C(=NC1COC)CN(C2)C(=O)OC(C)(C)C)C